methyl (R)-1-(2-((6-amino-9H-purin-9-yl)methyl)-5-chloro-3-(2,3-dihydrobenzofuran-5-yl)phenyl)-3-((tert-butoxycarbonyl)amino)pyrrolidine-3-carboxylate NC1=C2N=CN(C2=NC=N1)CC1=C(C=C(C=C1C=1C=CC2=C(CCO2)C1)Cl)N1C[C@](CC1)(C(=O)OC)NC(=O)OC(C)(C)C